FC1(CCN(CC1)C(=O)C=1C=C2C(=NC1)N(C=C2)C2=CC=C(C(=O)NCCNC(C(C)(C)C)=O)C=C2)F 4-(5-(4,4-difluoropiperidine-1-carbonyl)-1H-pyrrolo[2,3-b]pyridin-1-yl)-N-(2-pivaloamidoethyl)benzamide